N1=CN=CC(=C1)/C(/C(=O)N)=C\N1N=C(N=C1)C1=CC(=NC(=C1)C(F)(F)F)N1CCCC1 (E)-2-(pyrimidin-5-yl)-3-(3-(2-(pyrrolidin-1-yl)-6-(trifluoromethyl)pyridin-4-yl)-1H-1,2,4-triazol-1-yl)acrylamide